tert-butyl (4-([1,2,4]triazolo[1,5-a]pyridin-7-yloxy)-2-fluoro-5-methylphenyl)carbamate N=1C=NN2C1C=C(C=C2)OC2=CC(=C(C=C2C)NC(OC(C)(C)C)=O)F